C(C1=CC=CC=C1)C1OCC=C(C1)C 2-benzyl-4-methyl-3,6-dihydro-2H-pyran